FC1=C(C(=C2C=CN(C2=C1)S(=O)(=O)C1=CC=C(C)C=C1)C=C)OC=1C=C(C#N)C=CC1 3-((6-fluoro-1-tosyl-4-vinyl-1H-indol-5-yl)oxy)benzonitrile